N-Methyl-1,4-oxazepane-6-carboxamide Hydrochloride Cl.CNC(=O)C1CNCCOC1